(R)-1-((8-(4-bromoindolin-1-yl)-1,7-naphthyridin-3-yl)methyl)pyrrolidin-3-ol BrC1=C2CCN(C2=CC=C1)C=1N=CC=C2C=C(C=NC12)CN1C[C@@H](CC1)O